N1-(9,9-dimethyl-9H-fluoren-2-yl)-N4,N4-diphenyl-benzene-1,4-diamine CC1(C2=CC=CC=C2C=2C=CC(=CC12)NC1=CC=C(C=C1)N(C1=CC=CC=C1)C1=CC=CC=C1)C